4-fluoro-3-isopropyl-2-(2-methylpyridin-4-yl)-5-(piperidin-4-yl)-1H-indole FC1=C2C(=C(NC2=CC=C1C1CCNCC1)C1=CC(=NC=C1)C)C(C)C